C(C(C)(C)C)(=O)N1C2=CC=C(C=C2S(C=2C=C(C=CC12)C(C1=CC=CC=C1)(C)C)(=O)=O)C(C1=CC=CC=C1)(C)C 10-pivaloyl-3,7-bis(α,α-dimethylbenzyl)-10H-phenothiazine-5,5-dioxide